N(=[N+]=[N-])CCOC(=O)N[C@@H](CCCCN)C(=O)O azidoethyloxycarbonyl-L-lysine